ClC1=CC(=CC=2CC(OC21)C=2C=C(C=CC2)S(=O)(=O)Cl)C(F)(F)F 3-(7-chloro-5-(trifluoromethyl)-2,3-dihydrobenzofuran-2-yl)benzenesulfonyl chloride